[2-[4-(4,5,6,7-Tetrahydropyrazolo[1,5-a]pyridin-2-ylamino)pyrimidin-2-yl]-2-azabicyclo[2.2.1]heptan-4-yl]methanol N1=C(C=C2N1CCCC2)NC2=NC(=NC=C2)N2C1CCC(C2)(C1)CO